ClC=1C=C2C(=C3C1NC(NC31CCCCC1)=O)OC(=N2)CNCC2(COCC2)C 5-chloro-2-({[(3-methyloxolan-3-yl)methyl]amino}methyl)-7,8-dihydro-6H-spiro[[1,3]oxazolo[5,4-f]quinazoline-9,1'-cyclohexan]-7-one